BrC=1C=C2C=CC(=C(C2=CC1)C1=C(C=CC2=CC(=CC=C12)Br)OCCOC1=C(C2=CC=CC=C2C=C1)C1=C(C=CC2=CC=CC=C12)OCCO)OCCOC1=C(C2=CC=CC=C2C=C1)C1=C(C=CC2=CC=CC=C12)OCCO 2,2'-[(6,6'-dibromo[1,1'-binaphthalene]-2,2'-diyl)bis(oxyethane-2,1-diyloxy[1,1'-binaphthalene]-2',2-diyloxy)]di(ethan-1-ol)